NC[Si](OC)(OC)OC 1-aminomethyl(trimethoxysilane)